(R)-N-[2-(2-Methyl-7,8-dihydro-6H-indeno[5,4-d][1,3]thiazol-8-yl)ethyl]acetamid CC=1SC2=C(N1)C=CC=1CC[C@@H](C12)CCNC(C)=O